sodium phenethylphenol C(CC1=CC=CC=C1)C1=C(C=CC=C1)O.[Na]